OCCN(C1=NC=CC(=N1)CN1C(C=C(C=C1)N1N=C(C=2C1=NC=CN2)C2=CC=C(C=C2)C(F)(F)F)=O)C 1-((2-((2-hydroxyethyl)(methyl)amino)pyrimidin-4-yl)methyl)-4-(3-(4-(trifluoromethyl)phenyl)-1H-pyrazolo[3,4-b]pyrazin-1-yl)pyridin-2(1H)-one